NC1=CC=CC(=N1)S(=O)(=O)NC(=O)C=1C(=NC(=CC1)C1=CC(=CC(=C1)OCC(C)C)F)OCCCCC1=NC=CC=C1 N-[(6-Amino-2-pyridyl)sulfonyl]-6-(3-fluoro-5-isobutoxyphenyl)-2-[4-(2-pyridyl)butoxy]pyridin-3-carboxamid